C(=C\CCC)/C=1N=CCC(N1)NC1COCC1 2-[(E)-pentenyl]-4-(tetrahydrofuran-3-ylamino)-5H-pyrimidine